3-bromo-2,3-dihydro-1H-benzo[d]pyrrolo[1,2-a]imidazole-7-carboxylic acid methyl ester COC(=O)C1=CC2=C(N=C3N2CCC3Br)C=C1